2-oxoindol O=C1N=C2C=CC=CC2=C1